(S)-2-(2-tert-butylphenyl)pyrrolidine lead indium niobium [Nb].[In].[Pb].C(C)(C)(C)C1=C(C=CC=C1)[C@H]1NCCC1